CN1N=C(C2=CC=C(C=C12)N1CC2(C1)CNCCC2)C2C(NC(CC2)=O)=O 3-(1-methyl-6-(2,6-diazaspiro[3.5]nonan-2-yl)-1H-indazol-3-yl)piperidine-2,6-dione